COC1=CC=C(CN2N=C(N=C2)C2=CC=C(C=C2)B2OC(C(O2)(C)C)(C)C)C=C1 1-(4-methoxybenzyl)-3-(4-(4,4,5,5-tetramethyl-1,3,2-dioxaborolan-2-yl)phenyl)-1H-1,2,4-triazole